2,3-Difluoro-5-(5-(4-(methylsulfonyl)piperazin-1-yl)-6-(trifluoromethyl)-1H-indazol-1-yl)phenol FC1=C(C=C(C=C1F)N1N=CC2=CC(=C(C=C12)C(F)(F)F)N1CCN(CC1)S(=O)(=O)C)O